C(C1=CC=CC=C1)N([C@@H]1CC[C@H](CC1)OC(CO)(C)C)CC1=CC=CC=C1 2-{[Trans-4-(dibenzylamino)cyclohexyl]oxy}-2-methylpropan-1-ol